N-methyl-N'-(2-hydroxyethyl)-piperazine CN1CCN(CC1)CCO